NC=1N=CC=2C=C(C=C(C2C1)C(=O)NC1CCN(CC1)C(=O)OC(C)(C)C)C1=C(C=CC=C1C)F tert-Butyl 4-[[3-amino-7-(2-fluoro-6-methyl-phenyl)isoquinoline-5-carbonyl]amino]piperidine-1-carboxylate